C(CCCCCCC\C=C/CCCCCCCC)(=O)O[C@H](COC(CCCCCCCCCCCCCCC)=O)COP(=O)([O-])OCC[N+](C)(C)C 2-oleoyl-1-palmitoyl-sn-glycero-3-phosphocholine